COC1=C(CCNO)C=C(C(=C1)SCCCC)OC 2,5-dimethoxy-4-(s)-butylthio-N-hydroxyphenethylamine